C(#C)C=1C=C(C=CC1)NC1=NC=NC2=CC(=C(C=C12)OCCCN1CCOCC1)OC N-(3-ethynylphenyl)-7-methoxy-6-(3-morpholinopropoxy)quinazoline-4-amine